N-((2-(2,6-dioxopiperidin-3-yl)-1-oxoisoindolin-5-yl)methyl)-2,2-difluoro-2-(3-(morpholinomethyl)phenyl)acetamide O=C1NC(CCC1N1C(C2=CC=C(C=C2C1)CNC(C(C1=CC(=CC=C1)CN1CCOCC1)(F)F)=O)=O)=O